ClC=1C=C(C=CC1F)NC(N(C1=CC=C(C=C1)C(F)(F)F)CC1=NN=C2N1CCCCC2)=O (3-chloro-4-fluorophenyl)-1-((6,7,8,9-tetrahydro-5H-[1,2,4]triazolo[4,3-a]azepin-3-yl)methyl)-1-(4-(trifluoromethyl)phenyl)urea